C1(=CCCCC1)C1=NC=C(C=C1)C 2-(cyclohexen-1-yl)-5-methyl-pyridine